(2S,3R,4R)-1-acetyl-N-(2-((tert-butyldimethylsilyl)oxy)ethyl)-4-((5-fluoro-4-methylpyrimidin-2-yl)amino)-2,3-dimethyl-1,2,3,4-tetrahydroquinoline-6-carboxamide C(C)(=O)N1[C@H]([C@@H]([C@H](C2=CC(=CC=C12)C(=O)NCCO[Si](C)(C)C(C)(C)C)NC1=NC=C(C(=N1)C)F)C)C